C(CCC)NC1=CC(=C2C(=N1)N(N=C2)C)NCC2=CC=C(C=C2)S(=O)(=O)N 4-(((6-(Butylamino)-1-methyl-1H-pyrazolo[3,4-b]pyridin-4-yl)amino)methyl)-benzenesulfonamide